urea ammonium nitrate [N+](=O)([O-])[O-].[NH4+].NC(=O)N